serinol NC(CO)CO